methyl N-[5-[6-[(4-chloro-3-methoxy-phenyl)-methyl-carbamoyl]imidazo[1,2-a]pyridin-3-yl]-2-pyridyl]carbamate ClC1=C(C=C(C=C1)N(C(=O)C=1C=CC=2N(C1)C(=CN2)C=2C=CC(=NC2)NC(OC)=O)C)OC